ClC1=C(C=C(C=C1)C=1N(C(=C(N1)C=1CC2CC(CC2C1)(C1=CC(=NN1C)OCC(C)(C)O)O)C(=O)N)C)F (4-chloro-3-fluorophenyl)-4-(5-hydroxy-5-(3-(2-hydroxy-2-methylpropoxy)-1-methyl-1H-pyrazol-5-yl)-1,3a,4,5,6,6a-hexahydropentalen-2-yl)-1-methyl-1H-imidazole-5-carboxamide